7-iodo-6-chloro-7-deazapurine IC1C=NC2=NC=NC(=C12)Cl